tert-butyl (R)-(3-(1-aminoethyl)bicyclo[1.1.1]pentan-1-yl)carbamate N[C@H](C)C12CC(C1)(C2)NC(OC(C)(C)C)=O